pyrrolo[1,2-a][1,2,4]triazolo[3,4-c]pyrazin-3-amine N=1N=C(N2C1C=1N(C=C2)C=CC1)N